(4-{[(2S,4R)-2-methyl-1-propionyl-1,2,3,4-tetrahydroquinolin-4-yl]amino}phenyl)sulfonamide C[C@@H]1N(C2=CC=CC=C2[C@@H](C1)NC1=CC=C(C=C1)S(=O)(=O)N)C(CC)=O